CN(CCOC(=O)OC(C(=O)OCCCCCCCCCCCCCCCCCC)CCC(=O)OCCCCCCCCCCCCCCCCCC)C Dioctadecyl 2-(((2-(dimethylamino)ethoxy)carbonyl)oxy)pentanedioate